tert-Butyl (NE)-N-[(4S)-4-{2-chloro-3-[(6-cyclopropylpyridin-3-yl)amino]phenyl}-4-methyl-1-[(2SR,4RS)-2-methyltetrahydropyran-4-yl]-6-oxohexahydropyrimidin-2-ylidene]carbamate ClC1=C(C=CC=C1NC=1C=NC(=CC1)C1CC1)[C@]1(N/C(/N(C(C1)=O)[C@H]1C[C@@H](OCC1)C)=N\C(OC(C)(C)C)=O)C |&1:24,26|